C1(=CC=CC2=CC3=CC=CC=C3C=C12)O anthracyl alcohol